[Si](C)(C)(C(C)(C)C)OCC(OC=1C=2N(C=C(C1)B1OC(C(O1)(C)C)(C)C)N=CC2C#N)C2=NC=CC=C2 4-[2-[tert-butyl(dimethyl)silyl]oxy-1-(2-pyridyl)ethoxy]-6-(4,4,5,5-tetramethyl-1,3,2-dioxaborolan-2-yl)pyrazolo[1,5-a]pyridine-3-carbonitrile